FC(C(=O)O)(F)F.FC(C)(F)C1=NC(=CC(=N1)N1CC2(C=3C=NC(=CC31)NC(C)=O)CC2)C2=COCC2 N-(1'-(2-(1,1-difluoroethyl)-6-(4,5-dihydrofuran-3-yl)pyrimidin-4-yl)-1',2'-dihydrospiro[cyclopropane-1,3'-pyrrolo[3,2-c]pyridin]-6'-yl)acetamide trifluoroacetate